FC=1C=C2CN(CC2=CC1)C1=NC=2N(C(=C1)C=1C=NNC1)N=C(C2C(C)C)C(=O)NC2=CC(=CC=C2)NS(=O)(=O)C 5-(5-fluoroisoindolin-2-yl)-3-isopropyl-N-(3-(methylsulfonAmido)phenyl)-7-(1H-pyrazol-4-yl)pyrazolo[1,5-a]pyrimidine-2-carboxamide